FC=1C(=CC(=C(N)C1)C)C1=CN=CO1 5-fluoro-2-methyl-4-(oxazol-5-yl)aniline